methyl N5-(1-benzylcyclopropyl)-N2-(tert-butoxycarbonyl)-N5-methyl-L-glutaminate C(C1=CC=CC=C1)C1(CC1)N(C(CC[C@H](NC(=O)OC(C)(C)C)C(=O)OC)=O)C